mercaptocaproic acid SC(C(=O)O)CCCC